tert-butyl (1-(4-hydroxyphenyl)ethyl)carbamate OC1=CC=C(C=C1)C(C)NC(OC(C)(C)C)=O